2-(3-mercaptopropyl)-4,5-bis(mercaptomethyl)-1,3-dithiolane SCCCC1SC(C(S1)CS)CS